N-((1R,5S,6r)-3-oxabicyclo[3.1.0]hexan-6-yl)-5-(1-(2,2-difluoroethyl)-2-methyl-1H-imidazo[4,5-b]pyridin-6-yl)-4-methoxypyrrolo[2,1-f][1,2,4]triazin-2-amine [C@H]12COC[C@@H]2C1NC1=NN2C(C(=N1)OC)=C(C=C2)C=2C=C1C(=NC2)N=C(N1CC(F)F)C